C12(C(=CC=C3C4=CC=CC=C4C=C13)C=1C(=C3C(=CC1)N=C1C=CC4=C5C=CC=CC5=NC4=C13)C1=C(C=CC=C1)C=1C(=CC=CC1)C1=CC=CC=C1)C=CC=C1C3=CC=CC=C3C=C12 (spirobi[fluoren]yl)(terphenylyl)indolocarbazole